(S,E)-3-(2,2-difluoro-7-(2-(hydroxymethyl)-4-(methoxyimino)pyrrolidine-1-carbonyl)benzo[d][1,3]dioxol-4-yl)-2-methylbenzonitrile FC1(OC2=C(O1)C(=CC=C2C=2C(=C(C#N)C=CC2)C)C(=O)N2[C@@H](C\C(\C2)=N/OC)CO)F